CN(C)CC1=CC=C(C=C1)NC=1N=CC2=C(N1)CN(CC2)C2=C(C1=C(OCCN1C(=O)OC(C)(C)C)N=C2)C tert-butyl 7-[2-({4-[(dimethylamino)methyl]phenyl}amino)-5H,6H,7H,8H-pyrido[3,4-d]pyrimidin-7-yl]-8-methyl-1H,2H,3H-pyrido[2,3-b][1,4]oxazine-1-carboxylate